C1(CCCCC1)C=1C(=C(C=CC1)C1=C(C=CC=C1OC)OC)C1CCCCC1 dicyclohexyl-(2',6'-dimethoxy-[1,1'-biphenyl])